1,2-bis((3-ethyl-3-oxetanylmethoxy)methyl)ethane C(C)C1(COC1)COCCCCOCC1(COC1)CC